N-[3-[7-methoyl-2-(methylamino)pyrido[2,3-d]pyrimidin-6-yl]-4-methylphenyl]-2-(trifluoromethyl)pyridine-4-carboxamide C(=O)C=1C(=CC2=C(N=C(N=C2)NC)N1)C=1C=C(C=CC1C)NC(=O)C1=CC(=NC=C1)C(F)(F)F